BrC1=C2C(=NC=C1)NC(=N2)C=2C(=NN(C2)C)C 7-Bromo-2-(1,3-dimethyl-1H-pyrazol-4-yl)-3H-imidazo[4,5-b]pyridine